N1CCC(CC1)C=1N=NNC1 (4-piperidyl)triazol